BrCCN1CC2(CN(C2)C(=O)OC(C)(C)C)C1 tert-butyl 6-(2-bromoethyl)-2,6-diazaspiro[3.3]heptane-2-carboxylate